methyl 2-(3-aminoprop-1-yn-1-yl)-4-(3-(piperidine-4-carboxamido)propanamido)benzoate NCC#CC1=C(C(=O)OC)C=CC(=C1)NC(CCNC(=O)C1CCNCC1)=O